CC=1SC(=CN1)C=1C=NC=2CCN(CC2C1)C1=NC(=NC2=CC=C(C=C12)C(F)(F)F)C 2-methyl-5-[6-[2-methyl-6-(trifluoromethyl)quinazolin-4-yl]-7,8-dihydro-5H-1,6-naphthyridin-3-yl]thiazole